2-(3-(1-((1S,2R,3S,5S)-2-fluoro-1,5-dimethyl-8-azabicyclo[3.2.1]oct-6-en-3-yl)vinyl)-1,2,4-triazin-6-yl)-5-(2-methoxypyridin-4-yl)phenol F[C@H]1[C@@]2(C=C[C@](C[C@H]1C(=C)C=1N=NC(=CN1)C1=C(C=C(C=C1)C1=CC(=NC=C1)OC)O)(N2)C)C